Dimethyltriethylene glycol tellurium [Te].CC(COCCOCCO)(C)O